N[C@@H]1CN(CC1)C(=O)OC(C)(C)C tert-butyl (3s)-3-aminopyrrolidine-1-carboxylate